COC(CCCCCCCCCCCC/C=C/C=C)OC (3E)-17,17-dimethoxy-1,3-heptadecadiene